5-(naphthalen-2-yl)-4H-pyrazol-3-ol C1=C(C=CC2=CC=CC=C12)C=1CC(=NN1)O